BrCCC1=CC=C(C=O)C=C1 4-(bromoethyl)benzaldehyde